BrC=1C(=C(C(=NC1)Cl)[N+](=O)[O-])NC1CCOCC1 5-bromo-2-chloro-3-nitro-N-(tetrahydro-2H-pyran-4-yl)pyridin-4-amine